2-bromo-5-chloro-4-[(E)-2-ethoxyvinyl]pyrimidine BrC1=NC=C(C(=N1)\C=C\OCC)Cl